NC1=C(C(=O)NC(C)C)C=C(C=N1)C1=C(C=C(C=C1)NC([C@@H](O)C1=CC(=CC=C1)CC)=O)CC (S)-2-amino-5-(2-ethyl-4-(2-(3-ethylphenyl)-2-hydroxyacetamido)phenyl)-N-isopropylnicotinamide